6-(3-Methylphenethyl)-1-(2-((tetrahydro-2H-pyran-2-yl)oxy)ethyl)-1H-indole CC=1C=C(CCC2=CC=C3C=CN(C3=C2)CCOC2OCCCC2)C=CC1